6,7-dihydrobenzo[d]isoOxazol-4(5H)-one O1N=CC2=C1CCCC2=O